((1-(2-isobutoxy-3,6-dimethyl-4-oxo-3,4-dihydroquinazolin-8-yl)ethyl)amino)benzoic acid C(C(C)C)OC1=NC2=C(C=C(C=C2C(N1C)=O)C)C(C)NC1=C(C(=O)O)C=CC=C1